3-(3-(cis-3-(trifluoromethoxy)cyclobutyl)isoxazol-5-yl)bicyclo[1.1.1]pentan-1-amine FC(O[C@H]1C[C@H](C1)C1=NOC(=C1)C12CC(C1)(C2)N)(F)F